ClC=1C=C(C=NC1)OC(=O)N1CC(C[C@H](C1)N1C(CCC1)=O)(F)F (5R)-3,3-difluoro-5-(2-oxopyrrolidin-1-yl)piperidine-1-carboxylic acid 5-chloropyridin-3-yl ester